C1(=CC=CC=C1)[O-].CC[Na] 2-ethyl-sodium phenolate